N4-tetrahydrofuran-3-yl-5-(trifluoromethyl)pyrimidine-2,4-diamine O1CC(CC1)NC1=NC(=NC=C1C(F)(F)F)N